4-{3-[(3-isopropyl-1,4,6,7-tetrahydro-5H-pyrazolo[4,3-c]pyridin-5-yl)carbonyl]phenyl}-2-methylbut-3-yn-2-ol C(C)(C)C1=NNC2=C1CN(CC2)C(=O)C=2C=C(C=CC2)C#CC(C)(O)C